FC1=C(C=C(C=C1)NC(=O)N1CC=2C(=NN3C2C(N(C[C@H](C3)C3=NNC=C3)C)=O)C[C@H]1C)C(F)(F)F |o1:20| (3R,8R*)-N-(4-Fluoro-3-(trifluoromethyl)phenyl)-3,10-dimethyl-11-oxo-8-(1H-pyrazol-3-yl)-3,4,8,9,10,11-hexahydro-1H-pyrido[4',3':3,4]pyrazolo[1,5-a][1,4]diazepine-2(7H)-carboxamide